NC1=NC=CC2=C(C=CC=C12)C=1C=C2CCC3(CCN(CC3)C(=O)OCC)C2=CC1 5-(1-aminoisoquinolin-5-yl)-1'-(ethoxycarbonyl)-2,3-dihydrospiro[indene-1,4'-piperidine]